4-oxo-1-propyl-4H-pyrido[1,2-a]pyrimidinium O=C1C=C[N+](=C2N1C=CC=C2)CCC